3,6-di-p-tolyl-1,2,4,5-tetrazine C1(=CC=C(C=C1)C=1N=NC(=NN1)C1=CC=C(C=C1)C)C